N-(3-((2-((5-methyl-2-(1-methylpiperidin-4-yl)thiazol-4-yl)amino)-5-(trifluoromethyl)pyrimidin-4-yl)amino)propyl)oxetane-3-carboxamide CC1=C(N=C(S1)C1CCN(CC1)C)NC1=NC=C(C(=N1)NCCCNC(=O)C1COC1)C(F)(F)F